(2R,4S)-4-(3-amino-1H-pyrazol-1-yl)-1-(cyclopropanecarbonyl)pyrrolidin NC1=NN(C=C1)[C@H]1CCN(C1)C(=O)C1CC1